C(=C)C1=CC=2N(C=C1)N=CC2 5-vinyl-pyrazolo[1,5-a]pyridine